O[C@@]1(C(N(CC1)C)=O)C1=CC(=NO1)C1=CC(=CC=C1)C1=CC=2N(C=C1)C=NC2 (R)-3-Hydroxy-3-(3-(3-(imidazo[1,5-a]pyridin-7-yl)phenyl)isoxazol-5-yl)-1-methylpyrrolidin-2-one